(R)-2-(4-fluorophenyl)-N-(4-(2-((2-methoxy-4-(methylsulfonyl)phenyl)amino)-[1,2,4]triazolo[1,5-a]pyridin-6-yl)phenyl)propanamide FC1=CC=C(C=C1)[C@H](C(=O)NC1=CC=C(C=C1)C=1C=CC=2N(C1)N=C(N2)NC2=C(C=C(C=C2)S(=O)(=O)C)OC)C